Lithium PerfluorohexaneSulfonate FC(C(C(C(C(C(F)(F)F)(F)F)(F)F)(F)F)(F)F)(S(=O)(=O)[O-])F.[Li+]